1,6-dihydroxy-3,5,7-trimethoxyxanthone OC1=CC(=CC=2OC3=C(C(=C(C=C3C(C12)=O)OC)O)OC)OC